4,4-DIMETHOXYBUTANAL COC(CCC=O)OC